1-(3-(4-fluorophenyl)-2,7-dimethylquinoxalin-5-yl)ethan-1-ol FC1=CC=C(C=C1)C=1C(=NC2=CC(=CC(=C2N1)C(C)O)C)C